ClC=1C=C(C=2N(C1)C(=CN2)C(C)C)NC2CCN(CC2)C[C@@H]2CN(CCO2)C(=O)OCCCC butyl (2R)-2-[[4-[(6-chloro-3-isopropyl-imidazo[1,2-a]pyridin-8-yl)amino]-1-piperidyl]methyl]morpholine-4-carboxylate